(S)-1-(5-(6-chloro-7-fluoro-5-methoxy-1-methyl-3-(1H-pyrazol-4-yl)-1H-indol-2-yl)-4H-1,2,4-triazol-3-yl)-N,N-dimethylethan-1-amine ClC1=C(C=C2C(=C(N(C2=C1F)C)C=1NC(=NN1)[C@H](C)N(C)C)C=1C=NNC1)OC